5-(1-methylethyl)-1,3,4-oxadiazol-2(3H)-one CC(C)C1=NNC(O1)=O